C1(CC1)CC=1N=CC(=NC1)N 5-(Cyclopropylmethyl)pyrazin-2-amine